C(N)(OCC1=CC(=C(C=C1)C=1N=C(N(C1)COCC[Si](C)(C)C)[C@H](CC=C)NC(=O)OC(C)(C)C)NC(CC=C)C(F)(F)F)=O [4-[2-((S)-1-Tert-butoxycarbonylamino-but-3-enyl)-1-(2-trimethylsilyl-ethoxymethyl)-1H-imidazol-4-yl]-3-(1-trifluoromethyl-but-3-enylamino)-phenyl]-methyl carbamate